(1bS,3S,4aS)-octahydropentalen C1CCC2CCCC12